C1(=CC=C(C=C1)COC=1C=C2CCC(CC2=CC1)CCN(C)C)C1=CC=CC=C1 6-(4-biphenylyl)methoxy-2-[2-(N,N-dimethylamino)ethyl]tetraline